BrC=1C(=NC(=NC1)Cl)NC=1C(=C2N=CC=NC2=CC1)NS(=O)(=O)C N-(6-((5-bromo-2-chloropyrimidin-4-yl)amino)quinoxalin-5-yl)methanesulfonamide